Methyl 5-benzyl-3-((2,4-dimethylthiazole-5-carboxamido)methyl)-4,5-dihydroisoxazole-5-carboxylate C(C1=CC=CC=C1)C1(CC(=NO1)CNC(=O)C1=C(N=C(S1)C)C)C(=O)OC